6-(4-(2-(2,6-dioxopiperidin-3-yl)-1,3-dioxoisoindol-5-yl)piperazin-1-yl)hexanoic acid O=C1NC(CCC1N1C(C2=CC=C(C=C2C1=O)N1CCN(CC1)CCCCCC(=O)O)=O)=O